CC1(C[C@@H](O1)CN1N=C(C(=C1)C=1N=CC2=C(N1)OC(=C2)C2=CC=CC=C2)C2=CC=C(C=C2)F)C [1-{[(2R)-4,4-dimethyloxetan-2-yl]methyl}-3-(4-fluorophenyl)-1H-pyrazol-4-yl]-6-phenylfuro[2,3-d]pyrimidine